Cl.Cl.C(C(C)C)N1C2=C(N(C(C1=O)=O)C1CCNCC1)N=CC=C2 1-isobutyl-4-(piperidin-4-yl)-1,4-dihydropyrido[2,3-b]pyrazine-2,3-dione dihydrochloride